alpha-Hexen C=CCCCC